C1(CC1)C(C)N1C(C=2C(=NC(=CC2C1)C1=C(N=C(S1)NC(C)=O)C)OC)=O N-(5-(2-(1-cyclopropylethyl)-4-methoxy-3-oxo-2,3-dihydro-1H-pyrrolo[3,4-c]pyridin-6-yl)-4-methylthiazol-2-yl)acetamide